CSC1=CC=C(CNC(=O)[C@@H]2CN(CCC2)C=2C3=C(N=CN2)SC(=C3)C3=CC=C(C=C3)C)C=C1 (S)-N-(4-(methylthio)benzyl)-1-(6-(p-tolyl)thieno[2,3-d]pyrimidin-4-yl)piperidine-3-carboxamide